COC(=O)C1=NC2=CC(=C(C=C2C(=C1)OCC)O)F 4-ethoxy-7-fluoro-6-hydroxy-quinoline-2-carboxylic acid methyl ester